O=C(NCCOCCOCCOCCOC)CCOCCNC(COCC(=O)[O-])=O 15,22-dioxo-2,5,8,11,18,24-hexaoxa-14,21-diazahexacosan-26-oate